Amino-carnitine C[N+](C)(C)C[C@@H](CC(=O)[O-])N